(4-(2-(2-Aminopyridin-3-yl)-5-(1H-1,2,3-triazol-1-yl)-3H-imidazo[4,5-b]pyridin-3-yl)phenyl)methanol NC1=NC=CC=C1C1=NC=2C(=NC(=CC2)N2N=NC=C2)N1C1=CC=C(C=C1)CO